C(C)(C)(C)OC(=O)N1CCN(CC1)C1=CC2=C(N=C(N=C2)NC2=CC=C(C=C2)N2CCN(CC2)C)N(C1=O)C 4-[8-methyl-2-[4-(4-methylpiperazin-1-yl)anilino]-7-oxo-pyrido[2,3-d]pyrimidin-6-yl]piperazine-1-carboxylic acid tert-butyl ester